titanium isopropanol C(C)(C)O.[Ti]